carbon Lithium oxide [O-2].[Li+].[C+4]